[N+](=O)([O-])C=1C=C(COC2=C(C3=CC=CC=C3C=C2)CC(=O)N2CCN(CC2)C)C=CC1 2-(2-(3-nitrobenzyloxy)naphthalen-1-yl)-1-(4-methylpiperazin-1-yl)ethanone